N1C=CC=2C1=NC=CC2N2N=CC(=C2)C=2C=C(C=CC2)CC#N {3-[1-(1H-pyrrolo[2,3-b]pyridin-4-yl)-1H-pyrazol-4-yl]phenyl}acetonitrile